(2-bromo-6-(methylsulfonyl)pyridin-4-yl)-4-methylpiperidin-4-ol BrC1=NC(=CC(=C1)N1CCC(CC1)(O)C)S(=O)(=O)C